FC1=C(C=CC(=C1)F)S(=O)(=O)NC=1C=C(C=NC1OC)C1=NC2=C(C=CC=C2C=C1)N1CCNCC1 4-(2-(5-((2,4-difluorophenyl)sulfonamido)-6-methoxypyridin-3-yl)quinolin-8-yl)piperazine